FC1=C(C=CC(=C1)F)C(C)C1(CCC1)CNC(=O)C1=NN(C(N1)=O)C N-({1-[1-(2,4-difluorophenyl)ethyl]cyclobutyl}methyl)-1-methyl-5-oxo-4H-1,2,4-triazole-3-carboxamide